C(C(=C)C)(=O)OCC(C)O[Si](OCC)(OCC)C methacryloxymethylmethyltriethoxysilane